O=C1NC(CCC1N1C(C2=CC=C(C=C2C1=O)N1CCC(CC1)CCN1CCC(CC1)N1N=C2C=C(C(=CC2=C1)NC(=O)C1=NC(=CC=C1)C(F)(F)F)C(C)(C)O)=O)=O N-(2-(1-(2-(1-(2-(2,6-dioxopiperidin-3-yl)-1,3-dioxoisoindolin-5-yl)piperidin-4-yl)ethyl)piperidin-4-yl)-6-(2-hydroxyprop-2-yl)-2H-indazol-5-yl)-6-(trifluoromethyl)pyridinecarboxamide